5-(2-(4-(5-(3,5-difluorophenyl)-4,5-dihydro-1H-pyrazole-1-carbonyl)piperazin-1-yl)-5-fluoropyrimidin-4-yl)-1-methyl-1H-1,2,4-triazole-3-carboxamide FC=1C=C(C=C(C1)F)C1CC=NN1C(=O)N1CCN(CC1)C1=NC=C(C(=N1)C1=NC(=NN1C)C(=O)N)F